(2-(4,4-dimethyl-4H-benzo[d][1,3]oxazin-2-yl)thiazol-4-yl)benzoic acid CC1(C2=C(N=C(O1)C=1SC=C(N1)C1=C(C(=O)O)C=CC=C1)C=CC=C2)C